C(C)(C)N1CCN(CC1)C(=O)C=1N=C(OC1)C=1C=C2C(=CC=NC2=CC1)C=1C(=NNC1)C1=NC(=CC=C1)C (4-isopropylpiperazin-1-yl)-[2-[4-[3-(6-methyl-2-pyridyl)-1H-pyrazol-4-yl]-6-quinolyl]oxazol-4-yl]methanone